1-[[3-fluoro-4-(5-(trifluoro-methyl)-1,2,4-oxadiazol-3-yl)phenyl]methyl]azepan-2-one FC=1C=C(C=CC1C1=NOC(=N1)C(F)(F)F)CN1C(CCCCC1)=O